N-[3-(triethoxysilyl)propyl]carbamat C(C)O[Si](CCCNC([O-])=O)(OCC)OCC